(5α)-Androst-9(11)-ene-3,17-dione C[C@@]12C(CC[C@H]1[C@@H]1CC[C@H]3CC(CC[C@]3(C)C1=CC2)=O)=O